N-(tert-Butyl)-2-(3-(5-chloro-6-methoxy-4-((1-methyl-1H-pyrazol-4-yl)-amino)quinazolin-2-yl)phenoxy)acetamide trifluoroacetic acid salt FC(C(=O)O)(F)F.C(C)(C)(C)NC(COC1=CC(=CC=C1)C1=NC2=CC=C(C(=C2C(=N1)NC=1C=NN(C1)C)Cl)OC)=O